C(C)(C)(C)OC(=O)N[C@H](C(=O)O)CC1=CC(=C(C=C1)O)C(N)=O (S)-2-((tert-Butoxycarbonyl)amino)-3-(3-carbamoyl-4-hydroxyphenyl)propanoic acid